C(C)(C)(C)OC(=O)N1C(OC[C@@H]1C1=CC(=C(C=C1)Cl)C=1NC=CN1)(C)C.BrC=1C=CC(=C(N(C=CC(=O)OCCCCCCC[Si](C)(C)Cl)C[C@H]2OCC2)C1)[N+](=O)[O-] 5-bromo-2-nitro-N-[[(2S)-oxetan-2-yl]methyl]anilineacryloxyhexyl-chlorotrimethylsilane (S)-tert-butyl-4-(4-chloro-3-(1H-imidazol-2-yl)phenyl)-2,2-dimethyl-oxazolidine-3-carboxylate